5-chloro-3-(2-nitro-4-(trifluoromethyl) phenyl)-2,3-dihydrobenzofuran-3-carboxylate ClC=1C=CC2=C(C(CO2)(C(=O)[O-])C2=C(C=C(C=C2)C(F)(F)F)[N+](=O)[O-])C1